4,5-dimethylthiazol-2-yl-N''-(2-chloroaniline-carbonyl)-guanidine CC=1N=C(SC1C)NC(=NC(=O)NC1=C(C=CC=C1)Cl)N